N-methyl-2-(4-(6-(5-(6-methylpyridin-2-yl)-1H-1,2,3-triazol-4-yl)-1,5-naphthyridin-3-yl)-1H-pyrazol-1-yl)ethan-1-amine CNCCN1N=CC(=C1)C=1C=NC2=CC=C(N=C2C1)C=1N=NNC1C1=NC(=CC=C1)C